PyraZinamide N1=C(C=NC=C1)C(=O)N